CN1CCN(CC1)CCNC(=O)C=1N=C(OC1C1=C(C=CC=C1)[N+](=O)[O-])C1=CC=C(C=C1)OC(F)(F)F N-(2-(4-methylpiperazin-1-yl)ethyl)-5-(2-nitrophenyl)-2-(4-(trifluoromethoxy)phenyl)Oxazole-4-carboxylic acid amide